palladium(II) oxide hydrate O.[Pd]=O